8-methyl-N-(2-methylbenzyl)-2-(4-methylbenzyl)-4,5-dihydro-2H-furo[2,3-g]indazole-7-carboxamide CC1=C(OC=2CCC3=CN(N=C3C21)CC2=CC=C(C=C2)C)C(=O)NCC2=C(C=CC=C2)C